C(#C)C=1CCN(CC1)C(=O)OC(C)(C)C tert-Butyl 4-ethynyl-3,6-dihydropyridine-1(2H)-carboxylate